F[C@@H]1C[C@H](N(C1)C(=O)OC(C)(C)C)C(NC[C@@H]1CN(CC1)C)=O tert-butyl (2S,4R)-4-Fluoro-2-((((R)-1-methylpyrrolidin-3-yl)methyl)carbamoyl)pyrrolidine-1-carboxylate